5,6-difluoro-3-hydroxypyridine FC=1C=C(C=NC1F)O